C1(=CC=CC=C1)C1=NOC(=C1)CC=1C(NC2=CC=CC=C2C1)=O 3-((3-phenylisoxazol-5-yl)methyl)quinolin-2(1H)-one